FC(C1=CC=C(C=N1)C(C)=O)F 1-(6-(difluoromethyl)pyridin-3-yl)ethanone